2-(2-(3-(4-(benzyloxy)phenyl)-1-phenyl-1H-pyrazol-4-yl)vinyl)isonicotinic acid C(C1=CC=CC=C1)OC1=CC=C(C=C1)C1=NN(C=C1C=CC=1C=C(C(=O)O)C=CN1)C1=CC=CC=C1